C1(CC1)N1C2=NC(=NC(=C2N=C1)N[C@H]1[C@@H](C1)C1=CC(=C(C=C1)F)F)SCCC 9-cyclopropyl-N-((1r,2s)-2-(3,4-difluorophenyl)cyclopropyl)-2-(propylsulfanyl)-9H-purin-6-amine